C(\C=C\C(=O)O)(=O)O.N[C@H](C(=O)N1[C@@H](CCC1)C(=O)N[C@@H](CC1=NC=CC=C1)C1=CC=CC=C1)C(C)C (S)-1-((S)-2-amino-3-methylbutanoyl)-N-((S)-1-phenyl-2-(pyridin-2-yl)ethyl)pyrrolidine-2-carboxamide fumarate salt